OC1(COC2=CC(=C(C=C2C1)NC(=O)C=1C=NN2C1N=CC=C2)N2CCC(CC2)[C@@](C(F)(F)F)(C)O)C N-(3-hydroxy-3-methyl-7-(4-((R)-1,1,1-trifluoro-2-hydroxypropan-2-yl)piperidin-1-yl)chroman-6-yl)pyrazolo[1,5-a]pyrimidine-3-carboxamide